(((tert-butyldimethylsilyl)oxy)methyl)-4-methyloxazole-2-carbaldehyde [Si](C)(C)(C(C)(C)C)OCC1=C(N=C(O1)C=O)C